NC[C@H]([C@@H](O)[C@H]1[C@@H]([C@H](C[C@@](O1)(C(=O)O)OCC1=CC=CC=C1)O)NC(CO)=O)O (2R,4S,5R,6R)-6-((1R,2R)-3-amino-1,2-dihydroxypropyl)-2-(benzyloxy)-4-hydroxy-5-(2-hydroxyacetamido)tetrahydro-2H-pyran-2-carboxylic acid